1-[3-(3-hydroxycinnolin-6-yl)azetidin-1-yl]ethanone OC=1N=NC2=CC=C(C=C2C1)C1CN(C1)C(C)=O